FC(C1=CC=C(C=N1)C=1C=C(C(N(N1)C1=CC(=CC=C1)F)=O)C(=O)O)F 6-[6-(Difluoromethyl)-3-pyridyl]-2-(3-fluorophenyl)-3-oxo-pyridazine-4-carboxylic acid